C[C@H]1NC(OC1)=O |r| racemic-4-methyloxazolidin-2-one